CC1=C(C(=NO1)C=1C=C(C=CC1)S(=O)(=O)N)C1=CC=CC=C1 3-(5-methyl-4-phenylisoxazol-3-yl)benzenesulfonamide